CN(C1=CC=2OC(C(=CC2S1)C(=O)O)=O)CC1=CC(=CC=C1)C(F)(F)F 2-(methyl(3-(trifluoromethyl)benzyl)amino)-5-oxo-5H-thieno[3,2-b]pyran-6-carboxylic acid